(3R)-3-(2-(8-oxo-3-azabicyclo[3.2.1]octane-3-carbonyl)-6-(3-methyl-1H-pyrrolo[2,3-b]pyridin-5-yl)-1,2,3,4-tetrahydroisoquinolin-8-yl)morpholine-4-carboxylic acid tert-butyl ester C(C)(C)(C)OC(=O)N1[C@@H](COCC1)C=1C=C(C=C2CCN(CC12)C(=O)N1CC2CCC(C1)C2=O)C=2C=C1C(=NC2)NC=C1C